CN1N=CC2=C1N=C/1N(C2=O)CC\C1=C/C1=CC(=C(C(=C1)OC)OC)OC (E)-1-methyl-8-(3,4,5-trimethoxybenzylidene)-7,8-dihydro-1H-pyrazolo[3,4-d]pyrrolo[1,2-a]pyrimidin-4(6H)-one